Potassium hydrogen selenate [Se](=O)(=O)(O)[O-].[K+]